NC1=CC=C(C=C1)C1(C2=CC=CC=C2C=2C=CC=CC12)C1=CC=C(C=C1)N 9,9-bis-(4-aminophenyl)Fluorene